C(C(C)C)[Si](OCC)(OCC)CC(C)C diisobutyldiethoxysilane